CC1=CC=C(C=C1)S(=O)(=O)OC[C@@H]([C@H](COS(=O)(=O)C1=CC=C(C=C1)C)O)O (2S,3S)-2,3-dihydroxybutane-1,4-diyl bis(4-methylbenzene-sulfonate)